ClCC1=C(C=C(C(=C1)CCl)CCl)CCl 1,2,4,5-tetra(chloromethyl)benzene